1-mercaptomethyltolyl-trimethoxysilane SCC1(C(C=CC=C1)[Si](OC)(OC)OC)C